2-hydroxyimidazole OC=1NC=CN1